2-methoxy-4-(tributylstannyl)pyridine COC1=NC=CC(=C1)[Sn](CCCC)(CCCC)CCCC